C(N)(OCC1=C(C=CC(=C1)C1=NN(C=C1)C1=C(C=C(C=C1F)C1CC1)F)C)=O ({5-[1-(2,6-difluoro-4-cyclopropylphenyl)-1H-pyrazol-3-yl]-2-methylphenyl} methyl) carbamate